4-Amino-3-(1H-benzo[d]imidazol-2-yl)quinolin-2(1H)-one NC1=C(C(NC2=CC=CC=C12)=O)C1=NC2=C(N1)C=CC=C2